FC1=C(C=CC=2C=C3N(C12)[C@@H](CNC3=O)C)C(=O)NC=3C=NN(C3)CC=3C=NC(=CC3)C(C)(C)O (R)-6-fluoro-N-(1-((6-(2-hydroxy-prop-2-yl)pyridin-3-yl)methyl)-1H-pyrazol-4-yl)-4-methyl-1-oxo-1,2,3,4-tetrahydropyrazino[1,2-a]indole-7-carboxamide